N-acetylhydroxyleucine C(C)(=O)N([C@@H](CC(C)C)C(=O)O)O